Cl.C(C)(=O)OC1=C(C(=O)OC)C=CC=C1 methyl 2-acetoxybenzoate hydrochloride